C(CO)(=O)[O-].[K+].[K+].FC1=CC(=CC=C1)C(F)(F)F.C(CO)(=O)[O-] 1-fluoro-3-(trifluoromethyl)benzene dipotassium glycolate